2-((S)-1-(4-(6-((4-cyano-2-fluorobenzyl)oxy)-3,5-difluoropyridine-2-yl)piperazin-1-yl)ethyl)-1-(((S)-oxetan-2-yl)methyl)-1H-benzo[d]imidazole-6-carboxylate C(#N)C1=CC(=C(COC2=C(C=C(C(=N2)N2CCN(CC2)[C@@H](C)C2=NC3=C(N2C[C@H]2OCC2)C=C(C=C3)C(=O)[O-])F)F)C=C1)F